(Z)-3-(2-(5-bromo-1-pivaloyl-1H-indol-3-yl)-2-cyanovinyl)-4-methoxybenzonitrile BrC=1C=C2C(=CN(C2=CC1)C(C(C)(C)C)=O)/C(=C/C=1C=C(C#N)C=CC1OC)/C#N